OC=1C=C(CCN)C=C(C1O)O 3,4,5-trihydroxyphenethylamine